(R)-2-amino-4-((1-hydroxypentan-2-yl)amino)-6-(2-methoxy-4-(pyrrolidin-1-ylmethyl)benzyl)pyridine NC1=NC(=CC(=C1)N[C@@H](CO)CCC)CC1=C(C=C(C=C1)CN1CCCC1)OC